(S)-N-methyl-1-(8-methylisochroman-1-yl)methanamine CNC[C@H]1OCCC2=CC=CC(=C12)C